COC1=CC=C(C=C1)N1C=NCC1 N-(p-methoxyphenyl)-4,5-dihydro-1H-imidazole